C1(=CC=CC=C1)N1CSC(=CC1=O)C1=CC=CC=C1 3,6-diphenyl-2H-1,3-thiazin-4(3H)-one